C(C)(C)(C)OC(=O)N1CC(C1)N1CCC2(CC(C2)N2CCC(CC2)N2N=C(C=3C2=NC=NC3N)C3=CC=C(C=C3)OC3=CC=CC=C3)CC1 3-(2-(4-(4-Amino-3-(4-phenoxyphenyl)-1H-pyrazolo[3,4-d]pyrimidin-1-yl)piperidin-1-yl)-7-azaspiro[3.5]non-7-yl)azetidine-1-carboxylic acid tert-butyl ester